NC1=CC=2C3=CC(=C(C=C3C3=CC(=C(C=C3C2C=C1N)N)N)N)N 2,3,6,7,10,11-hexaaminyltriphenylene